oxetan acrylate C(C=C)(=O)O.O1CCC1